COC=1C(=C(N)C=C(C1C)C)C 3-methoxy-2,4,5-trimethylaniline